C1(=C(C=CC=C1)P(C1CCCCC1)(C1CCCCC1)C1CCCCC1)P(C1CCCCC1)(C1CCCCC1)C1CCCCC1 phenylenedi(tricyclohexylphosphine)